ClC1=CC=C(C=C1)CNC(=O)NC1=CC=C(C=C1)CC(=O)N1C[C@H](N(CC1)C(=O)OC(C)(C)C)C tert-butyl (2R)-4-{2-[4-({[(4-chlorophenyl)methyl]amino}carbonylamino)phenyl]acetyl}-2-methylpiperazinecarboxylate